2-(isocyanatomethyl)oxolane N(=C=O)CC1OCCC1